C(C)(C)C1=C(C=C(N)C=C1)OC1=CC=C(C=C1)C(C)C 4-isopropyl-3-(4-isopropylphenoxy)aniline